2,3-bis(tert-butylimino)butane C(C)(C)(C)N=C(C)C(C)=NC(C)(C)C